ClC1=C(C(=O)NC2CC2)C=C(C=C1)C=1C=NN(C1)C=1N(N=C(C1C(F)(F)F)OCC(C(F)F)(F)F)C 2-chloro-N-cyclopropyl-5-[1-[2-methyl-5-(2,2,3,3-tetrafluoropropoxy)-4-(trifluoromethyl)pyrazol-3-yl]pyrazol-4-yl]benzamide